zinc 2-ethylhexanoate C(C)C(C(=O)[O-])CCCC.[Zn+2].C(C)C(C(=O)[O-])CCCC